sodium N-decylleucine C(CCCCCCCCC)N[C@@H](CC(C)C)C(=O)O.[Na]